(9R,13S)-13-[4-(5-chloro-2-iodophenyl)-6-oxo-1,6-dihydropyrimidin-1-yl]-3,9-dimethyl-3,4,7,15-tetraazatricyclo[12.3.1.02,6]octadeca-1(18),2(6),4,14,16-pentaen-8-one ClC=1C=CC(=C(C1)C=1N=CN(C(C1)=O)[C@H]1CCC[C@H](C(NC=2C=NN(C2C=2C=CN=C1C2)C)=O)C)I